tert-butyl (3R,4R)-4-[7-(2,8-dimethylimidazo[1,2-b]pyridazin-6-yl)-5-oxo-thiazolo[3,2-a]pyrimidin-2-yl]-3-fluoro-piperidine-1-carboxylate CC=1N=C2N(N=C(C=C2C)C=2N=C3N(C(C2)=O)C=C(S3)[C@H]3[C@H](CN(CC3)C(=O)OC(C)(C)C)F)C1